C1(=CC=CC=C1)C1=C2C(=NO1)C=CC(=C2)/C=C/C(=O)O (E)-3-(3-phenylbenzo[C]isoxazol-5-yl)acrylic acid